bis-(3-aminopropyl)-1,2-ethanediamine NCCCC(C(N)CCCN)N